tert-butyl (4-(2-((2-((2-bromo-6-methoxypyridin-3-yl)carbamoyl)-4-(trifluoromethyl) phenyl)amino)-5-fluorophenyl)butyl)carbamate BrC1=NC(=CC=C1NC(=O)C1=C(C=CC(=C1)C(F)(F)F)NC1=C(C=C(C=C1)F)CCCCNC(OC(C)(C)C)=O)OC